C(C1=CC=CC=C1)OCC(=O)NCCCN(CCCCCCCC(=O)OCCC(CCCC)CCCC)CCCCCCCC(=O)OC(CCCCCCCC)CCCCCCCC 3-Butylheptyl 8-((3-(2-(benzyloxy)acetamido)propyl)(8-(heptadecan-9-yloxy)-8-oxooctyl)amino)octanoate